[NH4+].C(C)O monoethanol ammonium